FC1=C(C(=C(C=C1F)F)F)C1=C(C=C(C(=C1)[N+](=O)[O-])OC)F 2,2',3,5,6-pentafluoro-4'-methoxy-5'-nitro-1,1'-biphenyl